N1C=C(C2=CC=CC=C12)CC[C@@H]1N(CCC2=CC(=C(C=C12)OCC)OC)C(COC)=O (S)-1-(1-(2-(1H-indol-3-yl)ethyl)-7-ethoxy-6-meth-oxy-3,4-dihydroisoquinoline-2(1H)-yl)-2-methoxy-ethane-1-one